BrC=1C=C2C=C(C=NC2=C(C1)F)C(C)(C)NC(C)=O N-(2-(6-bromo-8-fluoroquinolin-3-yl)propan-2-yl)acetamide